[Na+].S(=O)(=O)([O-])ON1[C@@H]2CC[C@H](N(C1=O)C2)C(=O)[NH-].[Na+] (2S,5R)-6-(sulfooxy)-7-oxo-1,6-diazabicyclo[3.2.1]octane-2-carboxamide sodium salt